CC1=C(NC=C1CC=1C=NC(=CC1)C(F)(F)F)C(=O)NC(C)C1=NOC(=C1)C 3-methyl-N-(1-(5-methylisoxazol-3-yl)ethyl)-4-((6-(trifluoromethyl)pyridin-3-yl)methyl)-1H-pyrrole-2-carboxamide